COC[C@@H]1CC=2C(=CN=C(C2)C(F)(F)F)N1 (S)-2-(methoxymethyl)-5-(trifluoromethyl)-2,3-dihydro-1H-pyrrolo[2,3-c]pyridine